4-methyl-2-(4-methylphenyl)-8-(morpholine-4-sulfonyl)-1H,2H,3H-pyrrolo[3,4-c]quinoline-1,3-dione CC1=NC=2C=CC(=CC2C2=C1C(N(C2=O)C2=CC=C(C=C2)C)=O)S(=O)(=O)N2CCOCC2